C(C1=CC=CC=C1)OC=1C=C2C(=CN1)OC(=C2C(=O)NC2(CCOCC2)CO)C 5-benzyloxy-N-[4-(hydroxymethyl)tetrahydropyran-4-yl]-2-methyl-furo[2,3-c]pyridine-3-carboxamide